C1(=CC=CC=C1)C1=NC(=CC(=N1)C=1C=C(C=C(C1)N1C2=CC=C(C=C2C=2C=C(C=CC12)C=1C=CC2=C(SC3=C2C=CC=C3)C1)C=1C=CC3=C(SC2=C3C=CC=C2)C1)N1C2=CC=C(C=C2C=2C=C(C=CC12)C=1C=CC2=C(SC3=C2C=CC=C3)C1)C=1C=CC3=C(SC2=C3C=CC=C2)C1)C1=CC=CC=C1 9,9'-(5-(2,6-diphenylpyrimidin-4-yl)-1,3-phenylene)bis(3,6-bis(dibenzo[b,d]thiophen-3-yl)-9H-carbazole)